nickel-silver [Ag].[Ni]